OC(C(=O)C1=CC=C(OCCOC(C2=CC(=CC(=C2)N)N)=O)C=C1)(C)C.ClC1=CC=C(C=C1)N1N=CC2=C(C=CC=C12)C=1C(=C(C(=O)N)C=C(C1)CNC(C(C)(C)C)=O)C(F)(F)F [1-(4-chlorophenyl)-1H-indazol-4-yl]-5-{[(2,2-dimethylpropionyl)amino]methyl}-2-(trifluoromethyl)benzamide 2-(4-(2-hydroxy-2-methylpropanoyl)phenoxy)ethyl-3,5-diaminobenzoate